(2S)-N-[2-fluoro-4-methyl-5-(4,4,5,5-tetramethyl-1,3,2-dioxaborolan-2-yl)phenyl]-2-(trifluoromethyl)morpholine-4-carboxamide FC1=C(C=C(C(=C1)C)B1OC(C(O1)(C)C)(C)C)NC(=O)N1C[C@H](OCC1)C(F)(F)F